1-methyl-3-(tetrahydro-2H-pyran-4-yl)-1H-pyrazole-5-carboxylic acid CN1N=C(C=C1C(=O)O)C1CCOCC1